N1(CCCC1)CCNC(=O)C1=CC=C(CCNC(OC(C)(C)C)=O)C=C1 tert-Butyl 4-((2-(pyrrolidin-1-yl)ethyl)carbamoyl)phenethylcarbamate